C(C)(C)(C)OC(=O)N1C[C@@H](N(CC1)C(=O)[C@@H]1CC2=C(CN1C)NC(=N2)C2=NNC1=CC(=CC=C21)C2=C(C=C(C=C2)O)CC)C (S)-4-((S)-2-(6-(2-ethyl-4-hydroxyphenyl)-1H-indazol-3-yl)-5-methyl-4,5,6,7-tetrahydro-3H-imidazo[4,5-c]pyridine-6-carbonyl)-3-methylpiperazine-1-carboxylic acid tert-butyl ester